ClC1=CC=C2C(=NN(C2=C1)CC(=O)N(C1CC1)CC(=O)NCC1=C(C(=CC=C1)Cl)F)C(=O)N 6-chloro-1-(2-((2-(3-chloro-2-fluorophenylmethylamino)-2-oxoethyl)-(cyclopropyl)amino)-2-oxoethyl)-1H-indazole-3-carboxamide